3,5-dichloro-N-(furan-2-ylmethyl)thieno[3,2-b]pyridin-7-amine trifluoroacetate FC(C(=O)O)(F)F.ClC1=CSC=2C1=NC(=CC2NCC=2OC=CC2)Cl